FC1=C(C=CC=C1)C1=CC(=CN1S(=O)(=O)C1=CC(=CC=C1)SC)C=O 5-(2-fluorophenyl)-1-((3-(methylthio)phenyl)sulfonyl)-1H-pyrrole-3-carbaldehyde